C1(C=CCC1)CC(=O)O 2-CYCLOPENTENE-1-ACETIC ACID